FC(OC1=C(C=CC(=C1)N1CCC(CC1)N(C)C)NC(=O)C=1C=CC=2C=C3N([C@@H](CNC3=O)C)C2N1)F (R)-N-(2-(difluoromethoxy)-4-(4-(dimethylamino)piperidin-1-yl)phenyl)-9-methyl-6-oxo-6,7,8,9-tetrahydropyrido[3',2':4,5]pyrrolo[1,2-a]pyrazine-2-carboxamide